FC1=C(C=CC(=C1)OC)C=1C=CC=C2C=NC(=NC12)NC1=CC(=CC=C1)N1CCN(CC1)C 8-(2-fluoro-4-methoxyphenyl)-N-(3-(4-methylpiperazin-1-yl)phenyl)quinazolin-2-amine